tetrahydro-oxazine O1NCCCC1